R-3-acetoxyhexanoate C(C)(=O)O[C@@H](CC(=O)[O-])CCC